2-(((2R,3S,4R,5R)-5-(6-chloro-4-(isopropylamino)-1H-pyrazolo[3,4-d]pyrimidin-1-yl)-3-ethynyl-3,4-dihydroxytetrahydro-furan-2-yl)methoxy)-3-phenyl-2-(thiazol-4-yl)propionic acid ClC1=NC(=C2C(=N1)N(N=C2)[C@H]2[C@@H]([C@@]([C@H](O2)COC(C(=O)O)(CC2=CC=CC=C2)C=2N=CSC2)(O)C#C)O)NC(C)C